COC=1C=C2C(=CC=NC2=CC1OC)C(CCN)NC (6,7-dimethoxyquinolin-4-yl)-N1-methylpropane-1,3-diamine